OC1=CC=C(C=C1)C1(CCC(CC1)C(C)(C)C1CCC(CC1)(C1=CC=C(C=C1)O)C1=CC=C(C=C1)O)C1=CC=C(C=C1)O 2,2-bis-[4,4-bis-(4-hydroxyphenyl)cyclohexyl]propane